4-chloro-2-(4-pyridyl)-1,7-naphthyridine ClC1=CC(=NC2=CN=CC=C12)C1=CC=NC=C1